2-(8-(4-(6-((6-acetyl-8-cyclopentyl-5-methyl-7-oxo-7,8-dihydropyrido[2,3-d]pyrimidin-2-yl)amino)pyridin-3-yl)piperazin-1-yl)octanamido)-N-(5-methylpyridin-2-yl)benzamide C(C)(=O)C1=C(C2=C(N=C(N=C2)NC2=CC=C(C=N2)N2CCN(CC2)CCCCCCCC(=O)NC2=C(C(=O)NC3=NC=C(C=C3)C)C=CC=C2)N(C1=O)C1CCCC1)C